dec-8-ene-3-carboxylate hydrochloride Cl.CCC(CCCCC=CC)C(=O)O